[1,2,3]triazolo[4,5-c]quinolin N1N=NC=2C=NC=3C=CC=CC3C21